(3-Cyclobutoxy-3-methylazetidin-1-yl)-5-(5-((R)-1-(3,5-dichloro-2-methyl-pyridin-4-yl)ethoxy)-1-(tetrahydro-2H-pyran-2-yl)-1H-indazol-3-yl)nicotinonitrile C1(CCC1)OC1(CN(C1)C1=C(C#N)C=C(C=N1)C1=NN(C2=CC=C(C=C12)O[C@H](C)C1=C(C(=NC=C1Cl)C)Cl)C1OCCCC1)C